CO[Si](C(C(C(CCC(F)(F)F)(F)F)(F)F)(F)F)(OC)OC trimethoxynonafluorohexyl-silane